CC1(OC2=C(C1)C=C(C(=C2)C=2CCN(CC2)C(=O)OC(C)(C)C)[N+](=O)[O-])C tert-Butyl 4-(2,2-dimethyl-5-nitro-3H-benzofuran-6-yl)-3,6-dihydro-2H-pyridine-1-carboxylate